ClC=1C=C(C=CC1OC)C=1C(=NC(=NC1)NC=1C=NN(C1)C)NC=1C=C(C=CC1F)NC(C=C)=O N-(3-((5-(3-chloro-4-methoxyphenyl)-2-((1-methyl-1H-pyrazol-4-yl)amino)pyrimidin-4-yl)amino)-4-fluorophenyl)acrylamide